C(=O)(O)CCSC(=O)SSC(CCC(=O)O)(C)C#N 4-((((2-carboxyethyl)thio)carbonylthio)thio)-4-cyanopentanoic acid